N-{[3-(8-{[(3S,4R)-3-fluoro-1-methylpiperidin-4-yl]amino}-3-[(trifluoromethyl)sulfanyl]indolizin-2-yl)-1,2,4-oxadiazol-5-yl]methyl}-3-hydroxy-3-methylbutanamide F[C@H]1CN(CC[C@H]1NC1=CC=CN2C(=C(C=C12)C1=NOC(=N1)CNC(CC(C)(C)O)=O)SC(F)(F)F)C